3-(3-benzyl-1-(4-chlorophenyl)-2,5-dioxoimidazolin-4-yl)-N-(3-(hydroxylamino)-3-oxopropyl)propanamide C(C1=CC=CC=C1)N1C(N(C(C1CCC(=O)NCCC(=O)NO)=O)C1=CC=C(C=C1)Cl)=O